6,7-dihydro-2-(2,2,2-trifluoroethan-1-on-1-yl)-3H,5H-benzo[ij]quinolizin FC(C(=O)C=1CN2CCCC3=C2C(C1)=CC=C3)(F)F